C(#N)C1(CC1)NS(=O)(=O)C=1C=C(C=2N(C1)C(=NC2)C=2SC(=NN2)C(F)F)N2C[C@@H]1COCCN1C[C@@H]2CO N-(1-cyanocyclopropyl)-3-(5-(difluoromethyl)-1,3,4-thiadiazol-2-yl)-8-((7R,9aR)-7-(hydroxymethyl)hexahydropyrazino[2,1-c][1,4]oxazin-8(1H)-yl)imidazo[1,5-a]pyridine-6-sulfonamide